(5-chloro-8-quinolineoxy)malonic acid ClC1=C2C=CC=NC2=C(C=C1)OC(C(=O)O)C(=O)O